FC(C=1C=CC(=NC1)N1CC2CCC(C1)N2C(=O)OC(C)(C)C)F tert-butyl 3-(5-(difluoromethyl)pyridin-2-yl)-3,8-diazabicyclo[3.2.1]octane-8-carboxylate